3-(3-Hydroxy-3-methyl-butyl)-1-methyl-5-nitro-benzimidazol-2-one OC(CCN1C(N(C2=C1C=C(C=C2)[N+](=O)[O-])C)=O)(C)C